COC(C(CC(C)=O)C)=S DL-β-acetylthioisobutyric acid methyl ester